N-{4-[3-(pyridin-2-yl)-1-{[2-(trimethylsilyl)ethoxy]methyl}-7-vinyl-1H-pyrrolo[3,2-b]pyridin-2-yl]pyridin-2-yl}acetamide N1=C(C=CC=C1)C1=C(N(C=2C1=NC=CC2C=C)COCC[Si](C)(C)C)C2=CC(=NC=C2)NC(C)=O